Hydroxy-[1,1'-biphenyl]-3-carboxylic acid benzyl ester C(C1=CC=CC=C1)OC(=O)C=1C(=C(C=CC1)C1=CC=CC=C1)O